3-amino-6-(4-(2-(3,5-difluorophenyl)-2-hydroxyacetamido)-2-ethyl-phenyl)-N-isopropylpyrazine-2-carboxamide NC=1C(=NC(=CN1)C1=C(C=C(C=C1)NC(C(O)C1=CC(=CC(=C1)F)F)=O)CC)C(=O)NC(C)C